(4-(1-(2,2-difluoroethyl)-1H-benzo[d]imidazol-2-yl)piperidin-1-yl)(3-(3-fluorophenyl)-1-methyl-1H-indazol-6-yl)methanone FC(CN1C(=NC2=C1C=CC=C2)C2CCN(CC2)C(=O)C2=CC=C1C(=NN(C1=C2)C)C2=CC(=CC=C2)F)F